FC1(CCN(CC1)C(C)C)CNC1=C(C=C(C2=C1NC=N2)S(=O)(=O)[O-])[N+](=O)[O-] (7-(((4-fluoro-1-isopropylpiperidin-4-yl)methyl)amino)-6-nitro-1H-benzo[d]imidazol-4-yl)sulfonate